3-(4-((4-((4-((5-amino-1-(2,6-difluorobenzoyl)-1H-1,2,4-triazol-3-yl)amino)phenyl)sulfonyl)piperazin-1-yl)methyl)phenyl)piperidine-2,6-dione NC1=NC(=NN1C(C1=C(C=CC=C1F)F)=O)NC1=CC=C(C=C1)S(=O)(=O)N1CCN(CC1)CC1=CC=C(C=C1)C1C(NC(CC1)=O)=O